tert-butyl (3-(4-(4-((2-allyl-1-(6-(2-hydroxypropan-2-yl)pyridin-2-yl)-3-oxo-2,3-dihydro-1H-pyrazolo[3,4-d]pyrimidin-6-yl)amino)phenyl)piperazin-1-yl)propyl)carbamate C(C=C)N1N(C2=NC(=NC=C2C1=O)NC1=CC=C(C=C1)N1CCN(CC1)CCCNC(OC(C)(C)C)=O)C1=NC(=CC=C1)C(C)(C)O